CN[C@@H](CO)C(=O)O N-methylserine